methyl 2-(6-(1H-imidazol-1-yl) pyridazin-3-ylamino)-5-methoxybenzoate N1(C=NC=C1)C1=CC=C(N=N1)NC1=C(C(=O)OC)C=C(C=C1)OC